FC=1C=C2C=NN3C(C2=CC1)=NN=N3 8-Fluorotetrazolo[5,1-a]phthalazine